N,N-dimethyl-6-((phenylsulfonyl)methyl)pyridin-2-amine CN(C1=NC(=CC=C1)CS(=O)(=O)C1=CC=CC=C1)C